NCC1=CC=C(CN2C(NC3=C2C=C(C=C3)C)=O)C=C1 1-(4-(aminomethyl)benzyl)-6-methyl-1,3-dihydro-2H-benzo[d]imidazol-2-one